OC1=CC=C(C=C1)[C@@H](C(=O)O)NC(=O)C1=CC(=NN1)C1=CC=C(C=C1)O (S)-2-(4-hydroxyphenyl)-2-(3-(4-hydroxyphenyl)-1H-pyrazole-5-carboxamido)acetic acid